1-(4-(3,4-dimethoxyphenoxy)-3-(2H-tetrazol-5-yl)phenyl)-3-((trans)-4-methylcyclohexyl)urea COC=1C=C(OC2=C(C=C(C=C2)NC(=O)N[C@@H]2CC[C@H](CC2)C)C=2N=NNN2)C=CC1OC